4-hydroxy-3,3-dimethyl-cyclohexanone OC1C(CC(CC1)=O)(C)C